tert-butyl N-tert-butoxycarbonyl-N-[6-[(8-chloro-1,5-dioxo-spiro[2H-imidazo[1,5-a]pyridine-3,1'-cyclohexane]-6-yl)amino]-5-ethyl-pyrimidin-4-yl]carbamate C(C)(C)(C)OC(=O)N(C(OC(C)(C)C)=O)C1=NC=NC(=C1CC)NC1=CC(=C2N(C1=O)C1(CCCCC1)NC2=O)Cl